ethyl 3-(allylamino)propanoate C(C=C)NCCC(=O)OCC